amino-2,3-dihydro-1H-inden-1-one NC1C(C2=CC=CC=C2C1)=O